ClC1=CC=C(CNC(=O)NC2=CC=C(C=C2)CN2CCC23CS(C3)(=O)=O)C=C1 1-(4-chlorobenzyl)-3-(4-((6,6-dioxido-6-thia-1-azaspiro[3.3]heptan-1-yl)methyl)phenyl)urea